CC([C@@H](COP(O)(O)=O)NC(=O)C=1C=2C[C@@H]3[C@H](C2N(N1)C1=NC=CN=C1)C3)(C)C phosphoric acid mono-{(S)-3,3-dimethyl-2-[((1aR,5aR)-2-pyrazin-2-yl-1a,2,5,5a-tetrahydro-1H-2,3-diaza-cyclopropa[a]pentalene-4-carbonyl)-amino]-butyl} ester